O([C@H]1[C@H](O)[C@@H](O)[C@H](O)[C@H](O1)C(=O)O)C1=NC2=C(C=CC=C2C=C1)O 8-Hydroxy-quinolinyl beta-D-glucopyranosiduronic acid